CS(=O)(=O)C1=NC=CC(=N1)C=1C=C(C=C(C1)C1=NC(=NC=C1)S(=O)(=O)C)C(NCCOCCOCCOCC)=O 1-(3,5-bis(2-(methylsulfonyl)pyrimidin-4-yl)phenyl)-1-oxo-5,8,11-trioxa-2-azatridecan